1-allyl-3-(4-fluorophenyl)-2,4-dioxo-1,2,3,4-tetrahydropyrimidin C(C=C)N1C(N(C(C=C1)=O)C1=CC=C(C=C1)F)=O